1-(fluorosulfonyl)-2-isopropyl-3-methyl-1H-imidazole trifluoromethanesulfonate FC(S(=O)(=O)O)(F)F.FS(=O)(=O)N1C(N(C=C1)C)C(C)C